2-((3aR,5s,6aS)-5-benzyl-5-fluoro-hexahydrocyclopenta[c]pyrrol-2(1H)-yl)-1-(4-hydroxyphenyl)ethanone C(C1=CC=CC=C1)C1(C[C@@H]2[C@@H](CN(C2)CC(=O)C2=CC=C(C=C2)O)C1)F